FC=1C=C(C=C(C1)F)[C@@H]1CC=NN1C(=O)N1CC(C1)OC1=CC(=NC=C1F)C=1C(NC=CC1C)=O (S)-4-((1-(5-(3,5-difluorophenyl)-4,5-dihydro-1H-pyrazole-1-carbonyl)azetidin-3-yl)oxy)-5-fluoro-4'-methyl-[2,3'-bipyridin]-2'(1'H)-one